ClC=1C=C(C=C(C1)C(CN)CN)[C@H]1N(CCOC1)C(=O)OC(C)(C)C tert-butyl (R)-3-(3-chloro-5-(1,3-diaminopropan-2-yl)phenyl)morpholine-4-carboxylate